C(C)(C)(C)OC(=O)N1CCC2(CC1)CC=1C(=NC=CC1)C2=NS(=O)C(C)(C)C 7-((tert-butylsulfinyl)imino)-5,7-dihydrospiro[cyclopenta[b]pyridine-6,4'-piperidine]-1'-carboxylic acid tert-butyl ester